CCCC (2S,3S)-butane